C12(C[NH2+]CC(C1)C2)CN2C(C1=CC=CC=C1C2=O)=O 2-(3-Azoniabicyclo[3.1.1]heptan-1-ylmethyl)isoindoline-1,3-dione